ClC1=NC(=CC(=C1)C(C1CCOCC1)(F)F)Cl 2,6-Dichloro-4-[difluoro(tetrahydropyran-4-yl)methyl]pyridine